COC(=O)C1=C(C=C(C=C1)N1CC(N(CC1)C(=O)OC(C)(C)C)C)[N+](=O)[O-] tert-butyl 4-(4-(methoxycarbonyl)-3-nitrophenyl)-2-methylpiperazine-1-carboxylate